biphenanthrenedicarboxylic acid C1(=C(C(=CC=2C3=CC=CC=C3C=CC12)C(=O)O)C(=O)O)C1=CC=CC=2C3=CC=CC=C3C=CC12